C1(CC1)CN1C(=CC=2C1=NC(=CC2)N(S(=O)(=O)C)C(F)F)C2=NC1=C(N2C)C(=CC(=C1)C(=O)N1CC2(CCN2)CCC1)OC N-(1-(cyclopropylmethyl)-2-(7-methoxy-1-methyl-5-(1,6-diazaspiro[3.5]nonane-6-carbonyl)-1H-benzo[d]imidazol-2-yl)-1H-pyrrolo[2,3-b]pyridin-6-yl)-N-(difluoromethyl)methanesulfonamide